(3-((tert-butoxycarbonyl)amino) bicyclo[1.1.1]pentan-1-yl)methyl 4-methylbenzenesulfonate CC1=CC=C(C=C1)S(=O)(=O)OCC12CC(C1)(C2)NC(=O)OC(C)(C)C